1-(3-azetidinyl)piperidine dihydrochloride Cl.Cl.N1CC(C1)N1CCCCC1